tert-butyl (s)-2-((tert-butoxycarbonyl)amino)-4-((S)-2-(1-(pyridin-2-yl)cyclobutyl)ethylsulfonimidoyl)butanoate C(C)(C)(C)OC(=O)N[C@H](C(=O)OC(C)(C)C)CC[S@](=O)(=N)CCC1(CCC1)C1=NC=CC=C1